1,1'-(decane-1,10-diyl)bis(5-oxopyrrolidine-3-carboxylic acid) C(CCCCCCCCCN1CC(CC1=O)C(=O)O)N1CC(CC1=O)C(=O)O